C1(CC1)C1=CNC=2N=CN=C(C21)C2CCN(CC2)C(=O)OC(C)(C)C tert-butyl 4-{5-cyclopropyl-7H-pyrrolo[2,3-d]pyrimidin-4-yl}piperidine-1-carboxylate